N1=CC=C(C=C1)[2H] pyridin-4-d